C(=O)O.ClC1=CC=2[C@@H]3[C@H](CN(C2C(=C1)C1=C2C(=NC=C1)C=C(S2)CN2C(CCC2=O)=O)[C@H]2CNCC2)C3 ((7-((1aR,7bS)-6-chloro-3-((R)-pyrrolidin-3-yl)-1a,2,3,7b-tetrahydro-1H-cyclopropa[c]quinolin-4-yl)thieno[3,2-b]pyridin-2-yl)methyl)pyrrolidine-2,5-dione, formic acid salt